FC1(CC(CCC1)N(C1=CC=CC=C1)C(CC1(CCN(CC1)C([C@H](C)C1=CC(=CC=C1)F)=O)C(=O)O)=O)F |r| 4-[2-(N-[3,3-difluorocyclohexyl]anilino)-2-oxo-ethyl]-1-[(racemic)-2-(3-fluorophenyl)propanoyl]piperidine-4-carboxylic acid